7-(((6-methoxypyridin-3-yl)methyl)(methyl)amino)-4-(o-tolyl)-2H-chromen-2-one COC1=CC=C(C=N1)CN(C1=CC=C2C(=CC(OC2=C1)=O)C1=C(C=CC=C1)C)C